COC1=C(CNC=2N=C(C3=C(N2)C=C(C=N3)B(O)O)N[C@@](CO)(CCCC)C)C=CC(=C1)OC (R)-(2-((2,4-dimethoxybenzyl)amino)-4-((1-hydroxy-2-methylhexane-2-yl)amino)pyrido[3,2-d]pyrimidin-7-yl)boronic acid